ClC1=CC=C(OCC2=NN=C(S2)NC(C2=CN=C(C=C2C2=C(C=CC(=C2)C#N)OC)C)=O)C=C1 N-(5-((4-chlorophenoxy)methyl)-1,3,4-thiadiazol-2-yl)-4-(5-cyano-2-methoxyphenyl)-6-methylnicotinamide